FC1=C(C=CC(=C1)F)C1=NC=2C(=NC(=CC2)N2CCNCC2)N1C1=CC=NC=C1 1-[2-(2,4-difluorophenyl)-3-(pyridin-4-yl)-3H-imidazo[4,5-b]Pyridin-5-yl]piperazine